FC1=C(C=CC(=C1)C(F)(F)F)N1CCN(CC1)CC=1OC(=CC1)[N+](=O)[O-] 1-[2-Fluoro-4-(trifluoromethyl)phenyl]-4-[(5-nitrofuran-2-yl)methyl]piperazine